C1(CCCC1)C=1C=C(C=CC1OCCC)CCC(=O)O 3-(3-cyclopentyl-4-propoxyphenyl)-propionic acid